(S)-2-(2,6-dioxopiperidin-3-yl)-5-(4-(piperidin-4-ylmethyl)piperazin-1-yl)isoindoline-1,3-dione O=C1NC(CC[C@@H]1N1C(C2=CC=C(C=C2C1=O)N1CCN(CC1)CC1CCNCC1)=O)=O